7-(Pyridin-2-yl)-2-(1-((2-(trimethylsilyl)ethoxy)methyl)-1H-pyrazolo[4,3-b]pyridin-5-yl)thieno[3,2-d]pyrimidin-4-ol N1=C(C=CC=C1)C1=CSC2=C1N=C(N=C2O)C2=CC=C1C(=N2)C=NN1COCC[Si](C)(C)C